cesium fluoride hydrochloride Cl.[F-].[Cs+]